naphtho[2,3-d]thiazol-2-yl-boronic acid S1C(=NC2=C1C=C1C=CC=CC1=C2)B(O)O